N-(4-(methoxymethyl)-1-(2-oxo-2-(pyrrol-1-yl)ethyl)piperidin-4-yl)-N-phenylpropionamide COCC1(CCN(CC1)CC(N1C=CC=C1)=O)N(C(CC)=O)C1=CC=CC=C1